4-Fluoro-2-nitrobenzoic acid methyl ester COC(C1=C(C=C(C=C1)F)[N+](=O)[O-])=O